ClC1=CC=C(C=C1)C1=CC=2C(=CN=NC2CC2=CSC=C2)S1 2-(4-chlorophenyl)-4-(3-thienylmethyl)-thieno[2,3-d]pyridazine